2,4-dibromo-6-iodophenol BrC1=C(C(=CC(=C1)Br)I)O